NC1=NC=NN2C1=C(C=C2C=2C=C(C(=NC2)OC)C(=O)NC2CN(CC2F)CCOCC)C(F)(F)F 5-[4-amino-5-(trifluoromethyl)pyrrolo[2,1-f][1,2,4]triazin-7-yl]-N-[1-(2-ethoxyethyl)-4-fluoropyrrolidin-3-yl]-2-methoxypyridine-3-carboxamide